N1C(CCCC1)C(C)O 1-(piperidin-2-yl)ethanol